FC(C1=C(C=C(C=C1)C(F)(F)F)NC(=O)[C@@H]1[C@]2(C)[C@@H](CC1)[C@@H]1CC[C@H]3NC(C=C[C@]3(C)[C@H]1CC2)=O)(F)F (5α,17β)-N-{2,5-bis(trifluoromethyl)phenyl}-3-Oxo-4-azaandrost-1-ene-17-carboxamide